1-benzyl-1,2,4-triazole C(C1=CC=CC=C1)N1N=CN=C1